methyl 2-(4-methoxyphenyl)isothiazolidine-5-carboxylate 1,1-dioxide COC1=CC=C(C=C1)N1S(C(CC1)C(=O)OC)(=O)=O